5-cyclopropyl-3-(4-piperidinyl)-1H-benzimidazol-2-one C1(CC1)C1=CC2=C(NC(N2C2CCNCC2)=O)C=C1